CC([C@H]1CC[C@H]2[C@@H]3C=CC4=CC(CC[C@]4(C)[C@H]3CC[C@]12C)=O)=O pregna-4,6-diene-3,20-dione